BrC1=C2C=CNC2=CC(=C1)N 4-BROMO-6-AMINOINDOLE